2-amino-4-(4-(2-hydroxyethoxy)phenyl)-6-mercaptopyridine-3,5-dicarbonitrile NC1=NC(=C(C(=C1C#N)C1=CC=C(C=C1)OCCO)C#N)S